F[C@@H]1CCCC=2C=CC=NC12 (8R)-8-fluoro-5,6,7,8-tetrahydroquinoline